(2R,3R,11bR)-3-(2,2-dimethylpropyl)-9-[(2S)-2-hydroxy-3-methoxypropoxy]-10-methoxy-1H,2H,3H,4H,6H,7H,11bH-pyrido[2,1-a]isoquinolin-2-ol CC(C[C@H]1[C@@H](C[C@H]2N(CCC3=CC(=C(C=C23)OC)OC[C@H](COC)O)C1)O)(C)C